Cl.ClC1=NC=CC(=N1)N1CC2(CC1)CCNCC2 2-(2-chloropyrimidin-4-yl)-2,8-diazaspiro[4.5]decane hydrochloride